N-[6-(2,2-Difluoroethoxy)-2-methoxypyridin-3-yl]-6-(difluoromethyl)-1H-pyrrolo[2,3-b]pyridin-3-sulfonamid FC(COC1=CC=C(C(=N1)OC)NS(=O)(=O)C1=CNC2=NC(=CC=C21)C(F)F)F